Cl.FC\1CNCC/C1=C/C(=O)OC (Z)-methyl 2-(3-fluoropiperidin-4-ylidene)acetate Hydrochloride